5-fluoro-1-(2-methoxyethyl)-1H-1,3-benzodiazol FC1=CC2=C(N(C=N2)CCOC)C=C1